2-bromo-5-(4-(trifluoromethyl)piperidin-1-yl)pyrazine BrC1=NC=C(N=C1)N1CCC(CC1)C(F)(F)F